C(CCCCCCCCC)C=1C=C(C=CC1)P(N(P(C1=CC=C(C=C1)CCCCCCCCCC)C1=CC=C(C=C1)CCCCCCCCCC)C1CC2=CC=CC=C2C1)C1=CC(=CC=C1)CCCCCCCCCC N-(bis(3-decylphenyl)phosphaneyl)-N-(2,3-dihydro-1H-inden-2-yl)-1,1-bis(4-decylphenyl)phosphanamine